2-Azaethyl 3-hydroxy-2-(hydroxymethyl)-2-methylpropionate OCC(C(=O)OCN)(C)CO